BrC1=CC(=NC=C1)C(CC)NS(=O)C(C)(C)C N-(1-(4-bromopyridin-2-yl)propyl)-2-methylpropane-2-sulfinamide